C(#N)C(CCC(=O)O)(C)SC(=S)SCCCCCCCCCCCC 4-cyano-4-(dodecylthiothiocarbonyl)sulfanylpentanoic acid